1-(bromomethyl)-4-chloro-2-nitrobenzene BrCC1=C(C=C(C=C1)Cl)[N+](=O)[O-]